1-(6-fluoro-3-(((1r,4r)-4-isopropoxycyclohexyl)methyl)-2-methyl-1H-indole-1-carbonyl)-4-(4-fluorophenyl)piperidine-4-carboxylic acid FC1=CC=C2C(=C(N(C2=C1)C(=O)N1CCC(CC1)(C(=O)O)C1=CC=C(C=C1)F)C)CC1CCC(CC1)OC(C)C